OB1OC(COC2=C1C=C(C(=C2)N2N=CC=C2)C2=CC=C1C(=CN=NC1=C2)N)(C)C 7-(1-HYDROXY-3,3-DIMETHYL-7-PYRAZOL-1-YL-4H-2,5,1-BENZODIOXABOREPIN-8-YL)CINNOLIN-4-AMINE